CN1N=C(C=C1)OC1COC1 1-Methyl-3-(oxetan-3-yloxy)-1H-pyrazol